O1C(=NC2=C1C=CC=C2)N(N)C(CCCOC2=CC=C(C=C2)F)=O (benzo[d]oxazol-2-yl)-4-(4-fluorophenoxy)butanoyl-hydrazine